(R)-6-(2-(3-chlorophenyl)-2-hydroxyacetyl)-2-(1-(3-isopropylphenyl)cyclopropyl)-3,5,6,7,8,9-hexahydro-4H-pyrimido[5,4-c]azepin-4-one ClC=1C=C(C=CC1)[C@H](C(=O)N1CC2=C(CCC1)N=C(NC2=O)C2(CC2)C2=CC(=CC=C2)C(C)C)O